CC1=C(OC2=C(C=C(C=C2C1=O)C)[C@@H](C)NC1=C(C(=O)O)C=CC=C1)C1=CC=C(C=C1)OC1CN(C1)C (R)-2-((1-(3,6-dimethyl-2-(4-((1-methylazetidin-3-yl)oxy)phenyl)-4-oxo-4H-chromen-8-yl)ethyl)amino)benzoic acid